3-(dichloroacetyl)-2,2,5-trimethyl-1,3-oxazolidine ClC(C(=O)N1C(OC(C1)C)(C)C)Cl